[N+](=O)([O-])C(C(=O)[O-])=C nitryl-Acrylat